Bromopyridine-2,3-dicarboxylic acid dimethyl ester COC(=O)C1=NC=CC(=C1C(=O)OC)Br